ClC=1C(=C(C=CC1F)N(C(=O)[C@H]1N(C(NC1)=O)C1=CC=2C(=NC=CC2[Se]C(F)(F)F)C=C1)C)F (S)-N-(3-chloro-2,4-difluorophenyl)-N-methyl-2-oxo-3-(4-(trifluoromethyl)selenobenzo[2,3-B]pyridin-6-yl)imidazolidine-4-carboxamide